tert-butylaminohexyloxyhexanol C(C)(C)(C)NCCCCCCOC(CCCCC)O